12-Docosenamide C(CCCCCCCCCCC=CCCCCCCCCC)(=O)N